C(C)(C)(C)OC(=O)NC(OC(C)(C)C)=O tert-butyl N-tertbutoxycarbonylcarbamate